1-(2-morpholinoethyl)-1H-pyrazol-4-amine O1CCN(CC1)CCN1N=CC(=C1)N